(R)-ethyl 2-(2-(6-(3-(1-(tert-butoxycarbonylamino)ethyl)phenoxy) hexyloxy)ethoxy)acetate C(C)(C)(C)OC(=O)N[C@H](C)C=1C=C(OCCCCCCOCCOCC(=O)OCC)C=CC1